ethyl ((S)-(((3aS,4R,6S,6aS)-6-(4-aminopyrrolo[2,1-f][1,2,4]triazin-7-yl)-4-cyano-2-ethoxytetrahydrofuro[3,4-d][1,3]dioxol-4-yl)methoxy)(phenoxy)phosphoryl)-L-alaninate NC1=NC=NN2C1=CC=C2[C@@H]2O[C@]([C@@H]1[C@H]2OC(O1)OCC)(C#N)CO[P@](=O)(OC1=CC=CC=C1)N[C@@H](C)C(=O)OCC